6-methoxy-4-methyl-7-(4,4,5,5-tetramethyl-1,3,2-dioxaborolan-2-yl)-3,4-dihydro-2H-1,4-benzoxazine-3-one COC=1C(=CC2=C(N(C(CO2)=O)C)C1)B1OC(C(O1)(C)C)(C)C